ClC=1C=C(C=NC1)S(=O)(=O)C 5-chloro-3-methanesulfonylpyridin